5-(2-((1-methyl-1H-pyrazolo[3,4-d]pyrimidin-4-yl)thio)acetyl)thiophen CN1N=CC=2C1=NC=NC2SCC(=O)C2=CC=CS2